6-(1-methylcyclopropyl)-1,6-naphthyridine-4,7(1H,6H)-dione CC1(CC1)N1C=C2C(C=CNC2=CC1=O)=O